4-methylpyridine dibromide [Br-].[Br-].CC1=CC=NC=C1